N-[(1S)-1-(dicyclopropylmethyl)-2-[[5-(3,5-dimethyl-1H-pyrazol-4-yl)-6-fluoro-2-pyridyl]amino]-2-oxo-ethyl]-1-methyl-tetrazole-5-carboxamide C1(CC1)C([C@@H](C(=O)NC1=NC(=C(C=C1)C=1C(=NNC1C)C)F)NC(=O)C1=NN=NN1C)C1CC1